6-chloro-7-methoxy-3,4-dihydronaphthalene-1(2H)-one ClC=1C=C2CCCC(C2=CC1OC)=O